(S)-N-(3-(1-((2-ethyl-2H-pyrazolo[3,4-b]pyrazin-6-yl)amino)ethyl)phenyl)-4-(morpholinomethyl)benzamide C(C)N1N=C2N=C(C=NC2=C1)N[C@@H](C)C=1C=C(C=CC1)NC(C1=CC=C(C=C1)CN1CCOCC1)=O